C(C)C1=C(C(=O)O)C(=CC=C1)CC 2,6-diethylbenzoic acid